C(C1=CC=CC=C1)OC=1C(=C(C=CC1)N1CCC(CC1)C#N)C(F)(F)F 1-(3-(benzyloxy)-2-(trifluoromethyl)phenyl)piperidine-4-carbonitrile